N-{3-[2-({[8-bromo-2-(morpholin-4-yl)pyrazolo[1,5-a][1,3,5]triazin-4-yl]amino}methyl)-1H-benzimidazol-4-yl]propyl}acetamide BrC=1C=NN2C1N=C(N=C2NCC2=NC1=C(N2)C=CC=C1CCCNC(C)=O)N1CCOCC1